2-(5-(4-(trifluoromethyl)phenyl)-1,2,3,4-tetrahydroisoquinolin-8-yl)oxazole hydrochloride Cl.FC(C1=CC=C(C=C1)C1=C2CCNCC2=C(C=C1)C=1OC=CN1)(F)F